C(CC)NNC(=O)C1=CC=C(CNC(=O)C2=CC=3C=NC=CC3S2)C=C1 N-(4-(2-propylhydrazin-1-carbonyl)benzyl)thiopheno[3,2-c]pyridin-2-carboxamide